C(C)(C)(C)OC(=O)N1C2CN(CC1CC2)C=2C1=C(N=C(N2)Cl)CN(C1)C(=O)OCC1=CC=CC=C1 benzyl 4-(8-(tert-butoxycarbonyl)-3,8-diazabicyclo[3.2.1]oct-3-yl)-2-chloro-5,7-dihydro-6H-pyrrolo[3,4-d]pyrimidine-6-carboxylate